CC1=CN=C(S1)C=1C=C(C(=O)N[C@H](C)C=2C=NC(=CC2)C(F)(F)F)C=C(C1)OC[C@@H]1CNCCO1 3-(5-Methyl-1,3-thiazol-2-yl)-5-[(2S)-morpholin-2-ylmethoxy]-N-{(1R)-1-[6-(trifluoromethyl)pyridin-3-yl]ethyl}benzamide